ClC1=C(C=CC(=C1)C(=C)C)C[C@H]1NC(=NOC1)C1=CC=2N(N=C1OC1=CC(=CC=C1)C1CC1)C=CC2 |r| (5RS)-5-[(2-chloro-4-isopropenyl-phenyl)methyl]-3-[2-(3-cyclopropylphenoxy)pyrrolo[1,2-b]pyridazin-3-yl]-5,6-dihydro-4H-1,2,4-oxadiazine